tert-Butyl (R)-3-(4-amino-2-methylphenoxy)pyrrolidine-1-carboxylate NC1=CC(=C(O[C@H]2CN(CC2)C(=O)OC(C)(C)C)C=C1)C